2-(2,6-dioxopiperidin-3-yl)-5-((1-(6-(6-((R)-2-(3-fluorophenyl)pyrrolidin-1-yl)imidazo[1,2-b]pyridazin-3-yl)pyridin-2-yl)piperidin-4-yl)amino)isoindoline-1,3-dione O=C1NC(CCC1N1C(C2=CC=C(C=C2C1=O)NC1CCN(CC1)C1=NC(=CC=C1)C1=CN=C2N1N=C(C=C2)N2[C@H](CCC2)C2=CC(=CC=C2)F)=O)=O